C1(CCCCC1)C1=CC=C(CN(C(=O)[C@@H]2N(CCC2)S(=O)(=O)C2=C(C=C(C=C2F)F)F)C2=CC(=C(C(=O)O)C=C2)O)C=C1 (R)-4-(N-(4-cyclohexylbenzyl)-1-((2,4,6-trifluorophenyl)sulfonyl)pyrrolidine-2-carboxamido)-2-hydroxybenzoic acid